1,2,3,4-tetrahydro-[1,8]naphthyridine N1CCCC2=CC=CN=C12